1-({3,4-difluoro-2-[(2-fluoro-4-iodophenyl)amino]Phenyl}carbonyl)-3-(1-methyl-1H-imidazol-2-yl)azetidin-3-ol FC=1C(=C(C=CC1F)C(=O)N1CC(C1)(O)C=1N(C=CN1)C)NC1=C(C=C(C=C1)I)F